C(CC(CCCC#N)C#N)C#N 1,3,6-Hexanetricarbonitril